ClC1C=CC=C(N1C)C1=CC=NC(=C1)Cl 6,6'-dichloro-N-methyl-[2,4'-bipyridine]